N-[(1S)-1-[(1S)-2-[[(1S)-1-cyano-2-(1H-indol-3-yl)ethyl]carbamoyl]-6,6-dimethyl-3-azabicyclo[3.1.0]hexane-3-carbonyl]-2,2-dimethyl-propyl]carbamic acid ethyl ester C(C)OC(N[C@@H](C(C)(C)C)C(=O)N1C([C@@H]2C(C2C1)(C)C)C(N[C@@H](CC1=CNC2=CC=CC=C12)C#N)=O)=O